7-chloro-4-(1-(tetrahydro-2H-pyran-2-yl)-1H-pyrazol-4-yl)-1H-indazole ClC=1C=CC(=C2C=NNC12)C=1C=NN(C1)C1OCCCC1